CN1N=NC(=C1CN1N=CC(=CC1=O)N1CCCC1)C=1C=NC(=CC1)C 2-[[3-methyl-5-(6-methyl-3-pyridinyl)triazol-4-yl]methyl]-5-pyrrolidin-1-yl-pyridazin-3-one